BrC1=CC=C(C=C1)[C@H](C)NC=1N=CC2=C(N1)N(C(C=C2)=O)CC(C)(C)C 2-{[(1S)-1-(4-bromophenyl)ethyl]amino}-8-(2,2-dimethylpropyl)pyrido[2,3-d]pyrimidin-7(8H)-one